1-Methylcyclopropyl (4-nitrophenyl) carbonate C(OC1(CC1)C)(OC1=CC=C(C=C1)[N+](=O)[O-])=O